FC1=CC=C(C=C1)C=1C(C(=CN(C1)C(C)C)C(=O)OCC)=O Ethyl 5-(4-fluorophenyl)-1-isopropyl-4-oxo-1,4-dihydropyridine-3-carboxylate